1,4-dichloro-benzene ClC1=CC=C(C=C1)Cl